COC=1C=C(C=CC1)C1OC=C(N1C1=CC=CC=C1)C1=CC=CC=C1 2-(3-methoxyphenyl)-3,4-diphenyl-2,3-dihydrooxazole